C(C)C1=NN2C(C=C(C=C2)N2CC3(C2)CCN(CC3)C(=O)N3CC(C3)O)=C1N(C=1SC(=C(N1)C1=CC=C(C=C1)F)C#N)C 2-[[2-ethyl-5-[7-(3-hydroxyazetidine-1-carbonyl)-2,7-diazaspiro[3.5]nonan-2-yl]pyrazolo[1,5-a]pyridin-3-yl]-methyl-amino]-4-(4-fluorophenyl)thiazole-5-carbonitrile